methoxynaphthalenyl-triethoxysilane sodium [Na].COCCO[Si](OCC)(OCC)C1=CC=CC2=CC=CC=C12